di-n-amyl-phosphoric acid C(CCCC)OP(OCCCCC)(O)=O